carboxycarbodiimide C(=O)(O)N=C=N